ClC1=CC(=C2C(=N1)C(=C(S2)[C@H]2CC=CC[C@@H]2NC)C#CCCCO)NCC=2SC=CC2 5-(5-chloro-2-((1S,6S)-6-(methylamino)cyclohex-3-en-1-yl)-7-((thiophen-2-ylmethyl)amino)thieno[3,2-b]pyridin-3-yl)pent-4-yn-1-ol